2,3,6,7-tetrahydro-1H-azepin-1-carboxylate N1(CCC=CCC1)C(=O)[O-]